N-(2-Chloro-6-nitrophenyl)-4-(2,6-difluoro-4-methoxyphenyl)-1,3-dimethyl-1H-pyrazol-5-amin ClC1=C(C(=CC=C1)[N+](=O)[O-])NC1=C(C(=NN1C)C)C1=C(C=C(C=C1F)OC)F